(E)-N-((5-bromo-4-chloropyridin-3-yl)methylene)-2-methylpropane-2-sulfinamide BrC=1C(=C(C=NC1)\C=N\S(=O)C(C)(C)C)Cl